NC1=CC=C(C=C1)OC1=CC=C(C=C1)N di-(4-aminophenyl) ether